C1=NC=CC=2N(C=3C=CC=CC3C21)C=2C(=C(C(=NC2N2C1=C(C=3C=CC=CC23)N=CC=C1)N1C2=C(C=3C=CC=CC13)N=CC=C2)N2C1=C(C=3C=CC=CC23)N=CC=C1)C1=C(C=CC=C1)C1=CC(=NC(=C1)C1=CC(=NC(=C1)C1=CC=CC=C1)C1=CC=CC=C1)C1=CC(=NC(=C1)C1=CC=CC=C1)C1=CC=CC=C1 5,5',5''-(5-(5H-pyrido[4,3-b]indol-5-yl)-4-(2-(2,2'',6,6''-tetraphenyl-[4,2':6',4''-terpyridin]-4'-yl)phenyl)pyridine-2,3,6-triyl)tris(5H-pyrido[3,2-b]indole)